(4-(cyclopropylmethyl)tetrahydro-2H-pyran-4-yl)methylamine C1(CC1)CC1(CCOCC1)CN